(7R,14R)-1-(difluoromethoxy)-6-(methyl-d3)-11-((5-methyl-1,3,4-oxadiazol-2-yl)ethynyl)-6,7-dihydro-7,14-methanobenzo[f]benzo[4,5]imidazo[1,2-a][1,4]diazocin-5(14H)-one FC(OC1=CC=CC=2C(N([C@H]3C=4N([C@@H](C21)C3)C3=C(N4)C=CC(=C3)C#CC=3OC(=NN3)C)C([2H])([2H])[2H])=O)F